2-{3-[(3S)-3-(tert-butylamino)pyrrolidin-1-yl]-1,2,4-triazin-6-yl}-5-(3-fluoro-1H-pyrazol-4-yl)phenol C(C)(C)(C)N[C@@H]1CN(CC1)C=1N=NC(=CN1)C1=C(C=C(C=C1)C=1C(=NNC1)F)O